C(C1=CC=CC=C1)OC(=O)C1CN(C1)C1=CC=C(C=C1)C=O 1-(4-formylphenyl)azetidine-3-carboxylic acid benzyl ester